europium-manganese-niobium [Nb].[Mn].[Eu]